BrC1=C(C=CC=C1)C1N(CCOC1)C(=O)O.C(=O)C1=C(C=CC=C1)[C@H]1N(CCOC1)C(=O)OC(C)(C)C tert-Butyl (R)-3-(2-formylphenyl)morpholine-4-carboxylate 3-(2-bromophenyl)morpholine-4-carboxylate